N(=[N+]=[N-])CCC=1C(=NC2=CC(=CC(=C2C1)F)OC)Cl 3-(2-Azidoethyl)-2-chloro-5-fluoro-7-methoxyquinoline